CC1=C(C(=O)N[C@H](C)C2=CC=CC3=CC=CC=C23)C=C(C=C1)N(C[C@]1(NCCC1)C)C 2-methyl-5-(methyl(((S)-2-methylpyrrolidin-2-yl)methyl)amino)-N-((R)-1-(naphthalen-1-yl)ethyl)benzamide